C1(CCCCCCC1)[N+]1=CC=CC=C1 N-cyclooctyl-pyridinium